BrC=1C(=CC(=C(C1)NC1=NC=NC(=C1N)Cl)N1C[C@@H](N(CC1)C)C)F (S)-N4-(5-bromo-2-(3,4-dimethylpiperazin-1-yl)-4-fluorophenyl)-6-chloropyrimidine-4,5-diamine